(R)-1-(4-fluorophenyl)-N-((R)-1,4-oxaazepan-6-yl)-3,4-dihydroisoquinoline-2(1H)-carboxamide FC1=CC=C(C=C1)[C@H]1N(CCC2=CC=CC=C12)C(=O)N[C@@H]1CNCCOC1